2-methoxy-7-((4-methoxybenzyl)thio)-[1,2,4]triazolo[1,5-a]pyridine COC1=NN2C(C=C(C=C2)SCC2=CC=C(C=C2)OC)=N1